C(C)(C)(C)OC(=O)NC1=CC=2N(C=C1OC)N=C(C2C(=O)OCC)CCC(C)(C)O[Si](C)(C)C(C)(C)C ethyl 5-(tert-butoxycarbonylamino)-2-[3-[tert-butyl(dimethyl) silyl]oxy-3-methyl-butyl]-6-methoxy-pyrazolo[1,5-a]pyridine-3-carboxylate